C1(CC1)C(=O)C1=C(C(=CC(=C1)C(F)(F)F)Br)Br cyclopropyl-[2,3-dibromo-5-(trifluoromethyl)phenyl]methanone